CC1(CC2CCC(C1)N2C(=O)OCC2=CC=CC=C2)C(=O)[O-] 8-benzyl 3-methyl-8-azabicyclo[3.2.1]octane-3,8-dicarboxylate